C1(=CC=CC=C1)N1N=C(C=2C=NC=3C=CC=CC3C21)C2=CC=C(C=C2)N2CCOCC2 4-(4-{1-phenyl-1H-pyrazolo[4,3-c]quinolin-3-yl}phenyl)morpholine